N1=C(C=CC=C1)C1=NC=CC=C1.N1=C(C=CC=C1)C1=NC=CC=C1.N1=C(C=CC=C1)C1=NC=CC=C1.[Ru+2] Ruthenium (II) tris-bipyridine